1-((2R,4R,5R)-5-((bis(4-methoxyphenyl)(phenyl)methoxy)methyl)-4-hydroxytetrahydrofuran-2-yl)-5-methylpyrimidine-2,4(1H,3H)-dione COC1=CC=C(C=C1)C(OC[C@@H]1[C@@H](C[C@@H](O1)N1C(NC(C(=C1)C)=O)=O)O)(C1=CC=CC=C1)C1=CC=C(C=C1)OC